[N-]=[N+]=[N-].C1=CC=CC=2C#CCCC3=C(C21)C=CC=C3 dibenzocyclooctyne azide